5-[1-(2-Fluoro-6-methyl-phenyl)-piperidin-4-yl]-2-methyl-7-(3-trifluoromethyl-pyridin-2-ylmethyl)-2,4,5,7-tetrahydro-pyrazolo[3,4-d]pyrimidin-6-one FC1=C(C(=CC=C1)C)N1CCC(CC1)N1C(N(C=2C(C1)=CN(N2)C)CC2=NC=CC=C2C(F)(F)F)=O